1-(7-(8-ethyl-7-fluoro-3-(methoxymethoxy)naphthalen-1-yl)-8-fluoro-2-(((2R,7aS)-2-fluorotetrahydro-1H-pyrrolizin-7a(5H)-yl)methoxy)pyrido[4,3-d]pyrimidin-4-yl)azepan-4-one C(C)C=1C(=CC=C2C=C(C=C(C12)C1=C(C=2N=C(N=C(C2C=N1)N1CCC(CCC1)=O)OC[C@]12CCCN2C[C@@H](C1)F)F)OCOC)F